N1CC2(C=3C1=NC=C(C3)C=3C=C1C(C(NC1=CC3)=O)(O)CC)CC2 5-(1',2'-dihydrospiro[cyclopropane-1,3'-pyrrolo[2,3-b]pyridin]-5'-yl)-3-ethyl-3-hydroxyindolin-2-one